COC=1C=C2C(=NC(=NC2=CC1OC)C)N[C@H](C)C1=CC(=CC=C1)C1=CC=NN1 6,7-dimethoxy-2-methyl-N-{(1R)-1-[3-(1H-pyrazol-5-yl)phenyl]ethyl}quinazolin-4-amine